CC=1N=C2N(N=C(C=C2C)C=2C=CC=3C(N2)=CN(N3)C3CCNCC3)C1 2,8-dimethyl-6-[2-(4-piperidinyl)pyrazolo[4,3-B]pyridin-5-yl]imidazo[1,2-B]pyridazine